NCCNCCO 2-((2-aminoethyl)amino)ethan-1-ol